C(C(=O)O)(=O)O.ClC=1C=C(C=CC1Cl)N1N=C(C(=C1C)C(C)=O)OCCN(CC)CC 1-{1-(3,4-dichlorophenyl)-3-[2-(diethylamino)ethoxy]-5-methyl-1H-pyrazol-4-yl}ethanone oxalate